NCCS(=O)(=O)O 2-aminoethan-1-sulfonic acid